CN(C)CC=1C=C(C=CC1)C1=CC(=CC=C1)S(=O)(=O)N1CCC2(CC(CO2)NC[C@@H](COC=2C=C(C=CC2)S(=O)(=O)NC)O)CC1 3-((2S)-3-(8-(3'-((dimethylamino)methyl)biphenyl-3-ylsulfonyl)-1-oxa-8-azaspiro[4.5]dec-3-ylamino)-2-hydroxypropoxy)-N-methylbenzenesulfonamide